[Sn].[Co].[Ni] nickel cobalt tin